C(C)(C)(C)OC(=O)N1CCC(CC1)OC1=CC=C(C=C1)COC1=CC=C(C=C1)Br 4-[4-[(4-bromophenoxy)methyl]phenoxy]piperidine-1-carboxylic acid tert-butyl ester